ClC1=CC=C(C=C1)C1=N[C@H](C=2N(C3=C1C(=C(S3)C)C)C(=NN2)C)CC(=O)NCC=2C=C3CN(C(C3=C(C2)F)=O)C2C(NC(CC2)=O)=O 2-((S)-4-(4-chlorophenyl)-2,3,9-trimethyl-6H-thieno[3,2-f][1,2,4]triazolo[4,3-a][1,4]diazepin-6-yl)-N-((2-(2,6-dioxopiperidin-3-yl)-7-fluoro-1-oxoisoindolin-5-yl)methyl)acetamide